tert-butyl 3-[2-chloro-6-cyano-4-[1-methyl-1-[4-[(2-methylsulfonylpyrimidin-4-yl)methoxy]phenyl]ethyl]phenoxy]azetidine-1-carboxylate ClC1=C(OC2CN(C2)C(=O)OC(C)(C)C)C(=CC(=C1)C(C)(C1=CC=C(C=C1)OCC1=NC(=NC=C1)S(=O)(=O)C)C)C#N